4-((2'-((((1R,2S)-1-(3,5-bis(trifluoromethyl)phenyl)-1-hydroxypropan-2-yl)(isobutyl)amino)methyl)-6-methoxy-4-methyl-4'-(trifluoromethyl)-[1,1'-biphenyl]-3-yl)oxy)butanoic acid FC(C=1C=C(C=C(C1)C(F)(F)F)[C@H]([C@H](C)N(CC(C)C)CC1=C(C=CC(=C1)C(F)(F)F)C1=CC(=C(C=C1OC)C)OCCCC(=O)O)O)(F)F